OC=1C2=C(C=3N(C1C(=O)NCC(=O)OC)N=CN3)SC=C2 methyl 2-(6-hydroxythieno[2,3-c][1,2,4]triazolo[1,5-a]pyridine-5-carboxamido)acetate